C(C)(C)(C)OC(NCCCO)=O N-(3-hydroxypropyl)carbamic acid t-butyl ester